BrC1=CC=C(OCCN2CCOCC2)C=C1 N-[2-(4-bromophenoxy)ethyl]morpholine